C(#N)C=1C=C(C=NC1)S(=O)(=O)NC1=C(C(=C(C=C1)F)C=1C=C2C=NC(=NC2=CC1)NC1CCC(CC1)N(C)C)F 5-cyano-N-(3-(2-(((1r,4r)-4-(dimethylamino)cyclohexyl)amino)quinazolin-6-yl)-2,4-difluorophenyl)pyridine-3-sulfonamide